COC1=NC=C(C=C1N1C(SC=C1C)C)C=1C=C2C(=CC=NC2=CC1)N1CCNCC1 N-(2-methoxy-5-(4-(piperazin-1-yl)quinolin-6-yl)pyridin-3-yl)-2,4-dimethylthiazole